(((4-(cyclopentyloxy)-2,3,5,6-tetrafluorophenoxy)methyl)thio)-5,5-dimethyl-4,5-dihydroisoxazole C1(CCCC1)OC1=C(C(=C(OCSC2=NOC(C2)(C)C)C(=C1F)F)F)F